FC(C(=O)O)(F)F.NC1=NN2C(N=CC=C2)=C1C(=O)NC(C)C=1C=C(C=2N(C1N1C[C@H](C[C@@H](C1)O)O)C=NC2)Cl 2-Amino-N-(1-{8-chloro-5-[(3S,5S)-3,5-dihydroxypiperidin-1-yl]imidazo[1,5-a]-pyridin-6-yl}ethyl)pyrazolo[1,5-a]-pyrimidine-3-carboxamide trifluoro-acetate salt